Bis(4-tert-butyl-3-hydroxy-2,6-dimethyl-benzyl)dithioterephthalat C(C)(C)(C)C1=C(C(=C(COC(C2=CC=C(C(=S)OCC3=C(C(=C(C=C3C)C(C)(C)C)O)C)C=C2)=S)C(=C1)C)C)O